ClC=1C=C(NC2(CCC3(C(CC4=CC=CC=C34)C[C@H](COC3=NC=NC=4CCCCC34)C)CC2)C(=O)O)C=CC1 4-(3-Chloroanilino)-2'-{(2R)-2-methyl-3-[(5,6,7,8-tetrahydroquinazolin-4-yl)oxy]propyl}-2',3'-dihydrospiro[cyclohexane-1,1'-indene]-4-carboxylic acid